C(#N)C(NC(=O)[C@@H]1[C@H]2C([C@H]2CN1C([C@H](C(C)(C)C)NC(C(F)(F)F)=O)=O)(C)C)C1=C2C(=CN=C1)SC=C2C#CC (1R,2S,5S)-N-[cyano-(3-prop-1-ynylthieno[2,3-c]pyridin-4-yl)methyl]-3-[(2S)-3,3-dimethyl-2-[(2,2,2-trifluoroacetyl)amino]butanoyl]-6,6-dimethyl-3-azabicyclo[3.1.0]hexane-2-carboxamide